NC1=C2C(=NC(=N1)C1CC(C(O1)CO)O)NN=C2C#CCOC 5-[4-amino-3-(3-methoxyprop-1-ynyl)pyrazolo[3,4-d]pyrimidinyl]-2-(hydroxymethyl)oxolan-3-ol